ClC=1C=C(C=CC1)[C@H](C(=O)N1CC2=C(CCC1)N=C(NC2=O)C2(CC2)C=2C=C(C=CC2)C2=CC=C(C=C2)C(F)(F)F)O (R)-6-(2-(3-chlorophenyl)-2-hydroxyacetyl)-2-(1-(4'-(trifluoromethyl)-[1,1'-biphenyl]-3-yl)cyclopropyl)-3,5,6,7,8,9-hexahydro-4H-pyrimido[5,4-c]azepin-4-one